N-decanoylglycine C(CCCCCCCCC)(=O)NCC(=O)O